C(C)(=O)C(C(C)=O)C(C)=O.[Al] aluminum diacetylacetone